2-methoxy-4-[(E)-[(7-methoxy-1,1-dioxo-1,2-benzothiazol-3-yl)-(2-morpholinoethyl)hydrazono]methyl]phenolate hydrochloride Cl.COC1=C(C=CC(=C1)/C=N/N(CCN1CCOCC1)C1=NS(C2=C1C=CC=C2OC)(=O)=O)[O-]